C1(=C(C=CC=C1)P(C1CCCCC1)C1CCCCC1)C1=CC=CC=C1 [1,1'-biphenyl]-2-yldicyclohexylphosphane